C(OC(CCCCCCC)=O)(OC(CCCCCCC)=O)=O dicaprylyl carbonate